C(CCCC(=O)OCC(CCCCCCCC)CCCCCC)(=O)OCCC1CCN(CC1)CCCS O5-(2-hexyldecyl) O1-[2-[1-(3-sulfanylpropyl)-4-piperidyl]ethyl] pentanedioate